ethanesulfonic acid, methanesulfonic acid salt CS(=O)(=O)O.C(C)S(=O)(=O)O